3-[(4-fluorophenyl)methyl]-4-[(4-methyl-1,3-thiazol-5-yl)methyl]-4,5-dihydro-1,2,4-oxadiazol-5-one FC1=CC=C(C=C1)CC1=NOC(N1CC1=C(N=CS1)C)=O